2,4,6-trimethylaminomethylphenol CNCC1=C(C(=CC(=C1)CNC)CNC)O